4-(2-Cyclopropyl-6-{6-[(oxan-4-ylamino)methyl]-1-oxo-3H-isoindol-2-yl}pyridin-4-yl)-3-(4-methyl-1,2,4-triazol-3-yl)benzonitrile C1(CC1)C1=NC(=CC(=C1)C1=C(C=C(C#N)C=C1)C1=NN=CN1C)N1C(C2=CC(=CC=C2C1)CNC1CCOCC1)=O